NC=1C=C(C=CC1)N1C(NC(C2=CC=C(C=C12)C(F)(F)F)=O)=O 1-(3-aminophenyl)-7-(trifluoromethyl)quinazoline-2,4(1H,3H)-dione